[Si](C)(C)(C(C)(C)C)O[C@H]1[C@@H](O[C@@H]([C@H]1O[Si](C)(C)C(C)(C)C)CO[Si](C)(C)C(C)(C)C)N1C(NC(C=C1)=O)=O 1-((2R,3R,4R,5R)-3,4-Bis((tert-butyldimethylsilyl)oxy)-5-(((tert-butyldimethylsilyl)oxy)methyl)tetrahydrofuran-2-yl)pyrimidine-2,4(1H,3H)-dione